FC=1C=CC(=NC1)C1=NN(C=C1C1=C2C(=NC=C1)NC=C2)CC(C)C 4-[3-(5-fluoro-2-pyridinyl)-1-isobutyl-pyrazol-4-yl]-1H-pyrrolo[2,3-b]pyridine